C1(CC1)C1=CC=2SC[C@H]3N(C2N=C1)CCNC3 (S)-3-cyclopropyl-6a,7,9,10-tetrahydropyrazino[1,2-d]pyrido[3,2-b][1,4]thiazin